ClC=1C=C(C=CC1F)NC(=O)C=1N(C=C2C1CCC2NS(=O)(=O)C2CC2)C N-(3-chloro-4-fluorophenyl)-4-(cyclopropanesulfonylamino)-2-methyl-2,4,5,6-tetrahydrocyclopenta[c]pyrrole-1-carboxamide